propyl-dimethylamine hydrate O.C(CC)N(C)C